C(C)(C)(C)OC(=O)N1CCC(CC1)C1=CC=C(C=C1)NC1=NC(=CN=C1C#N)N1CCC(CC1)CO 4-[4-[[3-cyano-6-[4-(hydroxymethyl)-1-piperidinyl]pyrazin-2-yl]amino]phenyl]piperidine-1-carboxylic acid tert-butyl ester